C[C@@H]1N(CCNC1)C=1C=NC2=CC=CC=C2C1 3-[(2S)-2-methylpiperazin-1-yl]quinoline